CNC1=NN2C(N=CC=C2)=C1C(=O)N methylaminopyrazolo[1,5-a]pyrimidine-3-carboxamide